C1(CC1)C(=O)NC1=NC=C(C(=O)NC([2H])([2H])[2H])C(=C1)NC1=CN(C=2N=CN(C(C21)=O)C(C(F)(F)F)C)C 6-(Cyclopropanecarboxamido)-N-(methyl-d3)-4-((7-methyl-4-oxo-3-(1,1,1-trifluoropropan-2-yl)-4,7-dihydro-3H-pyrrolo[2,3-d]pyrimidin-5-yl)amino)nicotinamide